2-thienylmethyleneamine S1C(=CC=C1)C=N